CC=1C=C(C=CC1C)C=1N=C(N(C1C(C)=O)C1=CC=CC=C1)C1=CC=CC=C1 1-(4-(3,4-dimethylphenyl)-1,2-diphenyl-1H-imidazol-5-yl)ethan-1-one